6-((1H-indazol-4-yl)methyl)-4-methyl-2-(thiazol-4-ylmethyl)-4,6-dihydro-5H-thiazolo[5',4':4,5]Pyrrolo[2,3-d]Pyridazin N1N=CC2=C(C=CC=C12)CN1N=CC2=C(C1)N(C1=C2SC(=N1)CC=1N=CSC1)C